CSC1=NC=CC(=N1)OC1=C2C=CC=C(C2=CC=C1)N 5-(2-methylsulfanyl-pyrimidin-4-yl)oxy-naphthalen-1-amine